[(2S,4R)-4-fluoro-1-methyl-pyrrolidin-2-yl]methanol F[C@@H]1C[C@H](N(C1)C)CO